C(CCCCCCCCCCCCCCCCCCCCCCCCCCC)(=O)OCCCCOC(CCCCCCCCCCCCCCCCCCCCCCCCCCC)=O butylene glycol montanate (octacosanoate)